7-methyl-tetradecane-6,10-diene-2,5-dione CC(=CC(CCC(C)=O)=O)CCC=CCCC